ClC1=CNC2=CC=C(C=C12)N(C1=NC(=NC=C1C#N)NC1=CC=C(C=C1)N1CCN(CC1)CC)CC 4-((3-chloro-1H-indol-5-yl)(ethyl)amino)-2-((4-(4-ethylpiperazin-1-yl)phenyl)amino)pyrimidine-5-carbonitrile